ClC1=CC(=CC=2N=C(OC21)C=2C(=C(C=CC2)C2=C(C(=CC=C2)NC=2N=CC=C1C=C(C=NC21)CN2C[C@@H](CC2)O)Cl)C)CN2CCCC2 (R)-1-((7-Chloro-2-(2'-chloro-3'-(3-(((R)-3-hydroxypyrrolidin-1-yl)methyl)-1,7-naphthyridin-8-ylamino)-2-methylbiphenyl-3-yl)benzo[d]oxazol-5-yl)methyl)pyrrolidin